C(C)(C)(C)[Si]1(OC=2C3=C(O1)C(=C(C=C3C(=C3CCCC(C32)=O)OC)C)C=O)C(C)(C)C 2,2-Di-tert-butyl-7-methoxy-5-methyl-11-oxo-8,9,10,11-tetrahydroanthra[1,9-de][1,3,2]dioxasiline-4-carbaldehyde